butyrylamino-4-chloro-4''-sulfamoyl-[1,1':3',1''-terphenyl]-5'-carboxamide C(CCC)(=O)NC1=C(C=CC(=C1)Cl)C1=CC(=CC(=C1)C(=O)N)C1=CC=C(C=C1)S(N)(=O)=O